BrC1=C(C=C2CCN(C(C2=C1)C1CC1)C)OC 7-Bromo-1-cyclopropyl-6-methoxy-2-methyl-1,2,3,4-tetrahydroisoquinoline